C1(CCCC1)OC1=CC=C(CN2C=CC3=C(C=CC(=C23)C(=O)NC2CC3(CC(C3)C(=O)O)C2)F)C=C1 (Sa)-6-(1-(4-(cyclopentyloxy)benzyl)-4-fluoro-1H-indole-7-carboxamido)spiro[3.3]heptane-2-carboxylic acid